Cl.Cl.CN(CCSC(N)=N)C S-[2-(Dimethyl-amino)ethyl]isothiourea-dihydrochloride